2-[4-[(E)-1,2-difluorovinyl]phenoxy]tetrahydropyran F\C(=C\F)\C1=CC=C(OC2OCCCC2)C=C1